C1CCC2=C(C=3CCCC3C=C12)NC(=O)NS(=O)(=O)C=1OC=C(C1)C1(CC1)O N-(1,2,3,5,6,7-hexahydros-indacen-4-ylcarbamoyl)-4-(1-hydroxycyclopropyl)furan-2-sulfonamide